methyl 2-chloro-3-(2-oxa-6-azaspiro[3.3]heptan-6-yl)benzoate ClC1=C(C(=O)OC)C=CC=C1N1CC2(COC2)C1